9-((2-oxaspiro[3.3]heptan-6-yl)amino)nonadecanoic acid C1OCC12CC(C2)NC(CCCCCCCC(=O)O)CCCCCCCCCC